N-((3S,5R,8R,9S,10S,13R,14S,17R)-14-hydroxy-10,13-dimethyl-17-(5-oxo-2,5-dihydrofuran-3-yl)hexadecahydro-1H-cyclopenta[a]phenanthren-3-yl)-4-methylpiperazine-1-carboxamide O[C@]12[C@@H]3CC[C@@H]4C[C@H](CC[C@@]4([C@H]3CC[C@@]2([C@H](CC1)C=1COC(C1)=O)C)C)NC(=O)N1CCN(CC1)C